(R)-(4-(benzo[d]oxazol-2-yl)-4,6-dihydropyrrolo[3,4-d]imidazol-5(1H)-yl)(1-methyl-1H-1,2,4-triazol-5-yl)methanone O1C(=NC2=C1C=CC=C2)[C@@H]2N(CC=1NC=NC12)C(=O)C1=NC=NN1C